Cl.NC1CC(C1)C(=O)N1CCN(CC1)C=1N=CC(=C2C1NC=C2)C(F)(F)F ((1R,3R)-3-aminocyclobutyl)(4-(4-(trifluoromethyl)-1H-pyrrolo[2,3-c]pyridin-7-yl)piperazin-1-yl)methanone hydrochloride